7,16-Dichloro-6,15-dihydro-5,9,14,18-anthrazinetetrone ClC1=C2NC3=C4C(C=5C=CC=CC5C(C4=CC(=C3NC2=C2C(C3=CC=CC=C3C(C2=C1)=O)=O)Cl)=O)=O